acrylic acid fluoro ester FOC(C=C)=O